C(C)OC=1C=C(CCN)C=C(C1OCC)SC 3,4-diethoxy-5-methylthio-phenethylamine